N-(4-fluoro-2-methylbenzyl)-N-(7-nitrobenzo[c][1,2,5]oxadiazol-4-yl)acetamide FC1=CC(=C(CN(C(C)=O)C2=CC=C(C3=NON=C32)[N+](=O)[O-])C=C1)C